ClC=1C(=C2C=NNC2=C(C1F)N(C)CC)C=1N=CC=2N(C1)C=C(N2)NC(=O)C2C(C2)F N-(6-(5-chloro-7-(ethyl(methyl)amino)-6-fluoro-1H-indazol-4-yl)imidazo[1,2-a]pyrazin-2-yl)-2-fluorocyclopropane-1-carboxamide